3-((3-exo)-3-((7-(pyrimidin-2-ylamino)-1,6-naphthyridin-5-yl)amino)-8-azabicyclo[3.2.1]oct-8-yl)propionitrile N1=C(N=CC=C1)NC1=NC(=C2C=CC=NC2=C1)NC1CC2CCC(C1)N2CCC#N